dihydropyridine-4-carboxylate N1CC=C(C=C1)C(=O)[O-]